C(C1=CC=CC=C1)OC1O[C@@H]([C@H]([C@@H]([C@H]1F)OCC1=CC=CC=C1)OCC1=CC=CC=C1)COCC1=CC=CC=C1 (3R,4S,5R,6R)-2,4,5-tris(benzyloxy)-6-((benzyloxy)methyl)-3-fluorotetrahydro-2H-pyran